4-methyl-N-(3-(S-methylsulfonimidoyl)phenyl)-[2,3-bipyridine]-5-carboxamide CC1=CC(=NC=C1C(=O)NC1=CC(=CC=C1)S(=O)(=N)C)C=1C=NC=CC1